2-methylbenzo[1,3]oxazine CC1OC2=C(C=N1)C=CC=C2